tert-butyl 6-[4-nitro-3-(trifluoromethyl)-1H-pyrazol-1-yl]-2-azaspiro[3.3]heptane-2-carboxylate [N+](=O)([O-])C=1C(=NN(C1)C1CC2(CN(C2)C(=O)OC(C)(C)C)C1)C(F)(F)F